benzo[kl]xanthen-4-yl-boronic acid C1=CC=C2C(=CC=C3OC=4C=CC=CC4C1=C23)B(O)O